2-chloro-4-(2-((2S,3R)-3-hydroxy-2-methylazetidin-1-yl)-6,7-dihydro-5H-cyclopenta[d]pyrimidin-4-yl)benzamide ClC1=C(C(=O)N)C=CC(=C1)C=1C2=C(N=C(N1)N1[C@H]([C@@H](C1)O)C)CCC2